[N-](S(=O)(=O)C(F)(F)F)S(=O)(=O)C(F)(F)F.[Na+] sodium(I) Bis(trifluoromethane sulfonyl)imide